N-((2R,3S)-1-(1-methyl-1H-pyrazol-4-yl)-2-((((CIS)-4-phenylcyclohexyl)oxy)methyl)pyrrolidin-3-yl)methanesulfonamide CN1N=CC(=C1)N1[C@H]([C@H](CC1)NS(=O)(=O)C)CO[C@@H]1CC[C@@H](CC1)C1=CC=CC=C1